ClC1=C(C=C(C(=C1)F)C1=NC=NC2=CC(=CC=C12)N1CCOCC1)C(O)C1=C2C(=NC=N1)N(N=C2)C [2-Chloro-4-fluoro-5-(7-morpholin-4-yl-quinazolin-4-yl)-phenyl]-(1-methyl-1H-pyrazolo[3,4-d]-pyrimidin-4-yl)-methanol